C(C)(C)OC(C)(C)C=1N=C(SC1)NC([C@@H](C)OCC1=CC=NC=C1)=O (R)-N-(4-(2-isopropoxypropan-2-yl)thiazol-2-yl)-2-(pyridin-4-ylmethoxy)propanamide